tert-butyl-(4-(methoxycarbonyl) phenyl) piperazine-1-carboxylate N1(CCNCC1)C(=O)OC1=C(C=C(C=C1)C(=O)OC)C(C)(C)C